ClC1=NC=C(C(=N1)NCC1=CC=C(C=C1)N1N=C(C=C1C(F)(F)F)C)NC 2-chloro-N5-methyl-N4-(4-(3-methyl-5-(trifluoromethyl)-1H-pyrazol-1-yl)benzyl)pyrimidine-4,5-diamine